4-chloro-1-(3-((2-oxopyrrolidin-1-yl)methyl)benzyl)-1H-imidazo[4,5-c]Quinolin-2(3H)-one ClC1=NC=2C=CC=CC2C2=C1NC(N2CC2=CC(=CC=C2)CN2C(CCC2)=O)=O